3-bromo-1-(4-isopropyl-3,4-dihydroquinoxalin-1(2H)-yl)propan-1-one BrCCC(=O)N1CCN(C2=CC=CC=C12)C(C)C